ClC=1C=C2C(=NC(=NC2=C(C1C=1C(=CC=C2C=NNC12)C)F)NC1CCN(CC1)C1CC1)N1CCN(CC1)C(C=C)=O 1-(4-(6-chloro-2-((1-cyclopropylpiperidin-4-yl)amino)-8-fluoro-7-(6-methyl-1H-indazol-7-yl)quinazolin-4-yl)piperazin-1-yl)prop-2-en-1-one